2-(2-((6-(1-aminoisoquinolin-5-yl)-3-methyl-2-oxo-2,3-dihydro-1H-benzo[d]imidazol-1-yl)methyl)phenyl)acetic acid NC1=NC=CC2=C(C=CC=C12)C=1C=CC2=C(N(C(N2C)=O)CC2=C(C=CC=C2)CC(=O)O)C1